tert-butyl (2-(5-(2-((4-(trifluoromethyl)phenyl)amino)pyridin-3-yl)-1,3,4-oxadiazol-2-yl)ethyl)carbamate FC(C1=CC=C(C=C1)NC1=NC=CC=C1C1=NN=C(O1)CCNC(OC(C)(C)C)=O)(F)F